C(C(C)C)N(C(O)=O)C1=NC2=C(N1)C=CC(=C2)C2=NNC(C1=CC=C(C=C21)F)=O.FC2(CCC(CC2)(C(=O)OCC)C)F ethyl 4,4-difluoro-1-methylcyclohexanecarboxylate Isobutyl-(5-(7-fluoro-4-oxo-3,4-dihydrophthalazin-1-yl)-1H-benzimidazol-2-yl)carbamate